BrCC(=O)NC 2-bromo-N-methylacetamide